3-cyclopropoxy-4-(N-(3-cyclopropyl-5-(pyrrolidin-1-yl)benzyl)-2-(N-((4-(trifluoromethyl)pyridin-3-yl)methyl)-(2,3,4,5,6-pentafluoro-phenyl)sulfonamido)acetamido)benzoic acid C1(CC1)OC=1C=C(C(=O)O)C=CC1N(C(CN(S(=O)(=O)C1=C(C(=C(C(=C1F)F)F)F)F)CC=1C=NC=CC1C(F)(F)F)=O)CC1=CC(=CC(=C1)N1CCCC1)C1CC1